1H-benzo[d]Imidazole-6-carboxylic acid tert-butyl ester C(C)(C)(C)OC(=O)C=1C=CC2=C(NC=N2)C1